CNCCCSC methyl[3-(methyl-sulfanyl)propyl]amine